3-methyl-5-(2-methyl-4-(6-(trifluoromethyl)pyrido[3,2-d]pyrimidin-2-yl)phenyl)-2-(morpholinomethyl)-6,7-dihydropyrazolo[1,5-a]pyrazin-4(5H)-one CC=1C(=NN2C1C(N(CC2)C2=C(C=C(C=C2)C=2N=CC1=C(N2)C=CC(=N1)C(F)(F)F)C)=O)CN1CCOCC1